F[Si](C1=CC=CC=C1)(C1=CC=CC=C1)F difluorodiphenyl-silane